FC(CO)F 2,2-difluoroethanol